3-{2-methyl-5-[(2-methyl-1,3-thiazol-5-yl)methoxy]-1-benzothiophene-3-amido}oxetane-3-carboxamide CC=1SC2=C(C1C(=O)NC1(COC1)C(=O)N)C=C(C=C2)OCC2=CN=C(S2)C